[C@H]12CCC#CCC[C@@H]2C1COC(=O)NCCOCCOCCN N-[(1R,8S,9s)-Bicyclo[6.1.0]non-4-yn-9-ylmethyloxycarbonyl]-1,8-diamino-3,6-dioxaoctane